5-hydroxyferuloyltyramine OC=1C(=C(C=C(/C=C/C(=O)NCCC2=CC=C(C=C2)O)C1)OC)O